2-(5-(1-((6-methoxy-2-methyl-7-(morpholin-4-carbonyl)quinazolin-4-yl)amino)ethyl)thiophen-3-yl)benzaldehyde COC=1C=C2C(=NC(=NC2=CC1C(=O)N1CCOCC1)C)NC(C)C1=CC(=CS1)C1=C(C=O)C=CC=C1